[N+]=1(C(=CC=CC1)C1=NC=CC=C1)[O-] 2,2'-bipyridyl N-oxide